(R)-6-chloro-3-((1-(2-(4,4-difluoropiperidin-1-yl)-3,6-dimethyl-4-oxo-3,4-dihydroquinazolin-8-yl)ethyl)amino)-N-(methylsulfonyl)picolinamide ClC1=CC=C(C(=N1)C(=O)NS(=O)(=O)C)N[C@H](C)C=1C=C(C=C2C(N(C(=NC12)N1CCC(CC1)(F)F)C)=O)C